1-((4-Chloro-1-oxo-1,2-dihydroisoquinolin-5-yl)sulfonyl)indoline-6-carbonitrile ClC1=CNC(C2=CC=CC(=C12)S(=O)(=O)N1CCC2=CC=C(C=C12)C#N)=O